N1C(=CC2=CC=CC=C12)[SiH2]C=1NC2=CC=CC=C2C1 bisindolyl-silane